N-(2-chloro-5-fluorobenzyl)-2-(3-(4-methoxyphenyl)-6-oxopyridazin-1(6H)-yl)acetamide ClC1=C(CNC(CN2N=C(C=CC2=O)C2=CC=C(C=C2)OC)=O)C=C(C=C1)F